5-[(2-{4-[5-chloro-2-(4-fluoro-1H-pyrazol-1-yl)phenyl]-5-methoxy-2-oxopyridin-1(2H)-yl}-4-methoxybutyryl)amino]-N-methylpyridine-2-carboxamide ClC=1C=CC(=C(C1)C1=CC(N(C=C1OC)C(C(=O)NC=1C=CC(=NC1)C(=O)NC)CCOC)=O)N1N=CC(=C1)F